O=S1(CCN(CC2=C1C=CC=N2)C(C)=O)=O 1-(1,1-dioxo-2,3-dihydropyrido[2,3-f][1,4]thiazepine-4(5H)-yl)ethane-1-one